C1(CC1)C(N1C(C2=C(C=CC=C2C1)C1=CC=C(C=C1)C=1OC(=NN1)C)=O)C1(COC1)O 2-(cyclopropyl(3-hydroxyoxetan-3-yl)methyl)-7-(4-(5-methyl-1,3,4-oxadiazol-2-yl)phenyl)isoindolin-1-one